C([C@@H]1[C@H]([C@@H]([C@H]([C@@H](O1)O[C@@H]2[C@H](O[C@H]([C@@H]([C@H]2O)O)O[C@H]3[C@H](O[C@H]([C@@H]([C@H]3O)O)O)CO)CO)O)O)O)O The molecule is a trisaccharide consisting of two beta-D-glucopyranose residues and a beta-D-galactopyranose residue joined in sequence by (1->4) glycosidic bonds. It derives from a beta-cellobiose and a beta-D-galactose.